N-{2-chloro-3-[(3,5-dimethyl-4-oxo-3,4-dihydroquinazolin-6-yl)oxy]-4-fluorophenyl}-3-fluoropropane-1-sulfonamide ClC1=C(C=CC(=C1OC=1C(=C2C(N(C=NC2=CC1)C)=O)C)F)NS(=O)(=O)CCCF